NCC=CCC1=CC=C(C=C1)\C\1=N/[C@@H](C=2N(C3=C1C(=C(S3)C)C)C(=NN2)C)CC(=O)OC(C)(C)C tert-butyl (R,E)-2-(4-(4-(4-aminobut-2-en-1-yl)phenyl)-2,3,9-trimethyl-6H-thieno[3,2-f][1,2,4]triazolo[4,3-a][1,4]diazepin-6-yl)acetate